ethyl 2-diazenylacetate N(=N)CC(=O)OCC